(1s,2s)-N-(4-chloro-5-fluoropyrimidin-2-yl)-2-(4-methylpyrimidin-2-yl)cyclopropane-1-carboxamide ClC1=NC(=NC=C1F)NC(=O)[C@@H]1[C@H](C1)C1=NC=CC(=N1)C